ClC1=CC2=C(N=N1)N(C1=C2CN(CC1)C(=O)OC(C)(C)C)C(=O)OC(C)(C)C di-tert-butyl 3-chloro-7,8-dihydro-5H-pyrido[3',4':4,5]pyrrolo[2,3-c]pyridazine-6,9-dicarboxylate